CC1(CCNCC1)C(NC=1C=NC=C(C1)C)=N 4-methyl-N-(5-methylpyridin-3-yl)piperidine-4-carboximidamide